N-(2,4-Dibromo-5-methoxyphenyl)tetrahydro-2H-pyran-4-carboxamide BrC1=C(C=C(C(=C1)Br)OC)NC(=O)C1CCOCC1